FC(C(=O)O)(F)F.CN(C(CC(C)(C1=C(C(C(=C(C1=O)C)C)=O)C)C)=O)CCNC N,3-dimethyl-N-(2-(methylamino)ethyl)-3-(2,4,5-trimethyl-3,6-dioxocyclohex-1,4-dien-1-yl)butanamide trifluoroacetate salt